CC=1OC2=C(C1C(=O)NC1(CCC1)CNCC(F)(F)F)C=C(C=C2)OCC2=C(N=CS2)C 2-methyl-5-((4-methylthiazol-5-yl)methoxy)-N-(1-(((2,2,2-trifluoroethyl)amino)methyl)cyclobutyl)-benzofuran-3-carboxamide